CC1=NCCCNCCNCCCN=C1C 2,3-dimethyl-1,4,8,11-tetraazacyclotetradeca-1,3-diene